CN(CC(=O)N1C2=C(OCC1)N=CC(=C2)NC2=NC=C(C=N2)C2=CC=C(C=C2)N2N=NC=C2C)C 2-(dimethylamino)-1-[7-({5-[4-(5-methyl-1H-1,2,3-triazol-1-yl)phenyl]pyrimidin-2-yl}amino)-1H,2H,3H-pyrido[2,3-b][1,4]oxazin-1-yl]ethan-1-one